3-[[4-iodo-6-(morpholin-4-yl)pyridin-2-yl]amino]butanenitrile IC1=CC(=NC(=C1)N1CCOCC1)NC(CC#N)C